N1CCC2(CC1)[C@@H](CC=1C2=NC=CC1)N[S@](=O)C(C)(C)C (R)-N-((R)-5,6-dihydrospiro[cyclopenta[b]pyridin-7,4'-piperidin]-6-yl)-2-methylpropane-2-sulfinamide